4,4,4-trifluoro-1-(4-(8-((3-methyl-4-((1-methyl-1H-benzo[d][1,2,3]triazol-5-yl)oxy)phenyl)amino)pyrimido[5,4-d]pyrimidin-2-yl)piperazin-1-yl)but-2-en-1-one FC(C=CC(=O)N1CCN(CC1)C=1N=CC2=C(N1)C(=NC=N2)NC2=CC(=C(C=C2)OC2=CC1=C(N(N=N1)C)C=C2)C)(F)F